methyl 5-(5-fluoropyrimidin-2-yl)-1-methyl-1H-imidazole-4-carboxylate FC=1C=NC(=NC1)C1=C(N=CN1C)C(=O)OC